(S)-3-(3-(3-ethoxy-5-fluorophenyl)-5-(3-(trifluoromethyl)phenylsulfonyl)-6a,7,9,10-tetrahydro-5H-pyrazino[1,2-a]pyrido[3,2-e]pyrazin-8(6H)-yl)propionic acid C(C)OC=1C=C(C=C(C1)F)C1=CC=2N(C[C@H]3N(C2N=C1)CCN(C3)CCC(=O)O)S(=O)(=O)C3=CC(=CC=C3)C(F)(F)F